N(=O)CCNC(C)C N-nitrosoethyl-isopropyl-amine